4-[(3-acetylphenyl)methyl]-N-(4-cyano-2-fluorophenyl)-1H-pyrrole-3-sulfonamide C(C)(=O)C=1C=C(C=CC1)CC=1C(=CNC1)S(=O)(=O)NC1=C(C=C(C=C1)C#N)F